phosphate iron salt [Fe+3].P(=O)([O-])([O-])[O-]